C(C1=CC=CC=C1)N1C(=NC(=C1)C1=CC=C(C=C1)Cl)C1=CC=CC=C1 1-benzyl-4-(4-chlorophenyl)-2-phenyl-1H-imidazole